4-amino-N-methoxy-1-methyl-N-(4-(trifluoromethyl)benzyl)-1H-pyrazolo[4,3-c]quinoline-8-carboxamide NC1=NC=2C=CC(=CC2C2=C1C=NN2C)C(=O)N(CC2=CC=C(C=C2)C(F)(F)F)OC